BrC=1C(N(C2(C1C1=CC=CC=C1)C=C(C(C=C2)=O)Cl)C)=O 3-bromo-7-chloro-1-methyl-4-phenyl-1-azaspiro[4.5]deca-3,6,9-triene-2,8-dione